3-(dimethylaminomethyldimethoxysilyl)styrene CN(C)C[Si](C=1C=C(C=C)C=CC1)(OC)OC